6-(4-(hydroxymethyl)phenyl)pyrimidin-4(3H)-on OCC1=CC=C(C=C1)C1=CC(NC=N1)=O